OCCOC=1C=C(C=CC1N1CCN(CC1)C)NC=1N=CC2=C(N1)N(C=C2)C=2C=C(C=CC2)NS(=O)(=O)C(C)C N-(3-(2-((3-(2-Hydroxyethoxy)-4-(4-methylpiperazin-1-yl)phenyl)amino)-7H-pyrrolo[2,3-d]pyrimidin-7-yl)phenyl)propane-2-sulfonamide